C12(CCC(CC1)CC2)C2=NOC(=C2C(=O)O[C@H]2[C@@H]1CN([C@H](C2)C1)C(=O)OCC1=CC=CC=C1)C1CC1 benzyl (1S,4S,5R)-5-[(3-[bicyclo[2.2.2]octan-1-yl]-5-cyclopropyl-1,2-oxazol-4-yl)carbonyloxy]-2-azabicyclo[2.2.1]heptane-2-carboxylate